((2R,6S,7aS)-2-Fluoro-6-methyltetrahydro-1H-pyrrolizin-7a(5H)-yl)methanol F[C@@H]1C[C@@]2(C[C@@H](CN2C1)C)CO